C(C1=CC=CC=C1)C1N(CC2=CC(=CC(=C2C1)F)OS(=O)(=O)C(F)(F)F)C(=O)OC(C)(C)C tert-butyl 3-benzyl-5-fluoro-7-(((trifluoromethyl)sulfonyl)oxy)-3,4-dihydroisoquinoline-2(1H)-carboxylate